(1S,3S)-N1-(6-morpholinopyrimidin-4-yl)-N3-phenylcyclopentane-1,3-diamine O1CCN(CC1)C1=CC(=NC=N1)N[C@@H]1C[C@H](CC1)NC1=CC=CC=C1